2''-bromo-2-fluoro-3-nitro-1,1':2',1''-terphenyl BrC1=C(C=CC=C1)C=1C(=CC=CC1)C1=C(C(=CC=C1)[N+](=O)[O-])F